3-[5-[4-(4-aminobutyl)piperazin-1-yl]-1-oxo-isoindolin-2-yl]piperidine-2,6-dione NCCCCN1CCN(CC1)C=1C=C2CN(C(C2=CC1)=O)C1C(NC(CC1)=O)=O